C[C@H]1CC[C@@H](NC1)C=1C=CC2=C(N=C(S2)CCN2CCCC2)C1 5-((2R,5S)-5-methylpiperidin-2-yl)-2-(2-(Pyrrolidin-1-yl)Ethyl)benzo[d]thiazole